NC=1C=C(C=CC1)S(=O)(=O)NC1=NC(=C(C=C1)C1=CC(=CC=C1)OCCC(C)(C)C)C1=C(C=CC=C1)C(C)C 3-amino-N-(5-(3-(3,3-dimethylbutoxy)phenyl)-6-(2-isopropylphenyl)pyridin-2-yl)benzenesulfonamide